1-(cyclopent-2,4-dien-1-yl)-2-(1H-inden-1-yl)-1,1,2,2-tetramethyldisilane C1(C=CC=C1)[Si]([Si](C)(C)C1C=CC2=CC=CC=C12)(C)C